F[C@@H]1C(NC(C[C@@H]1N1C=CC2=C1N=NC(=C2)C2=CC1=C(N=C(S1)C)C=C2O)(C)C)(C)C 6-{7-[(3S,4S)-3-fluoro-2,2,6,6-tetramethylpiperidin-4-yl]-7H-pyrrolo[2,3-c]pyridazin-3-yl}-2-methyl-1,3-benzothiazol-5-ol